(1s,4R)-4-(3,4-dichlorophenyl)-N-methyl-1,2,3,4-tetrahydronaphthalen-1-aminium chloride [Cl-].ClC=1C=C(C=CC1Cl)[C@H]1CC[C@@H](C2=CC=CC=C12)[NH2+]C